2-[(2R)-3-(3,4-Dihydro-1H-isochinolin-2-yl)-2-hydroxy-propyl]-6-(4-methylpiperazin-1-yl)-3,4-dihydroisochinolin-1-on C1N(CCC2=CC=CC=C12)C[C@H](CN1C(C2=CC=C(C=C2CC1)N1CCN(CC1)C)=O)O